6,6'-((6-Hydroxyhexyl)azanediyl)bis(N,N-bisdodecylhexanamide) OCCCCCCN(CCCCCC(=O)N(CCCCCCCCCCCC)CCCCCCCCCCCC)CCCCCC(=O)N(CCCCCCCCCCCC)CCCCCCCCCCCC